3-(5-(1-(cyclohexylmethyl)-4-hydroxypiperidin-4-yl)-4,6-difluoro-1-oxoisoindolin-2-yl)piperidine-2,6-dione C1(CCCCC1)CN1CCC(CC1)(O)C=1C(=C2CN(C(C2=CC1F)=O)C1C(NC(CC1)=O)=O)F